ClC=1C(=CC(N(N1)C)=O)C 6-chloro-2,5-dimethyl-pyridazin-3-one